4-hydroxy-1-n-propyl-5-isopropyl-pyrazol OC=1C=NN(C1C(C)C)CCC